2-cyclopropyl-N-(4-(2-methyl-5-nitrophenyl)-[2,4'-bipyridin]-2'-yl)acetamide C1(CC1)CC(=O)NC1=NC=CC(=C1)C1=NC=CC(=C1)C1=C(C=CC(=C1)[N+](=O)[O-])C